CN(C=O)C(C)C methyl-N-(1-methylethyl)formamide